I[C] iodocarbon